di-rhodium tetraacetate C(C)(=O)[O-].C(C)(=O)[O-].C(C)(=O)[O-].C(C)(=O)[O-].[Rh+3].[Rh+3]